N-{(2S,3R)-4,4-difluoro-2-[(2-fluoro[1,1'-biphenyl]-3-yl)methyl]-1-[(2R)-3,3,3-trifluoro-2-hydroxy-2-methylpropanoyl]-pyrrolidin-3-yl}methanesulfonamide FC1([C@@H]([C@@H](N(C1)C([C@@](C(F)(F)F)(C)O)=O)CC=1C(=C(C=CC1)C1=CC=CC=C1)F)NS(=O)(=O)C)F